7-(4-bromo-3-chloro-benzoyl)-2-(4-isopropoxyphenyl)-N-[(6-methoxybenzofuran-5-yl)methyl]-3-oxo-6,8-dihydro-5H-imidazo[1,5-a]pyrazine-1-carboxamide BrC1=C(C=C(C(=O)N2CC=3N(CC2)C(N(C3C(=O)NCC=3C(=CC2=C(C=CO2)C3)OC)C3=CC=C(C=C3)OC(C)C)=O)C=C1)Cl